methyl (R)-5-(3-((tert-butoxycarbonyl)(methyl)amino)pyrrolidin-1-yl)pyrazine-2-carboxylate lithium salt [Li].C(C)(C)(C)OC(=O)N([C@H]1CN(CC1)C=1N=CC(=NC1)C(=O)OC)C